1,4,7,10-tetraazacyclododecane-1,4,7,10-tetraacetic amide N1(CCN(CCN(CCN(CC1)CC(=O)O)CC(=O)O)CC(=O)O)CC(=O)N